Cl.N[C@H](C(=O)O)CC1=CC=C(C=C1)OC=1C2=C(N=C(N1)N)N(C=C2)CC2=C(C=C(C=C2)F)C2=CC(=CC=C2)OC (S)-2-amino-3-(4-((2-amino-7-((5-fluoro-3'-methoxy-[1,1'-biphenyl]-2-yl)methyl)-7H-pyrrolo[2,3-d]pyrimidine-4-yl)oxy)phenyl)propionic acid hydrochloride